NC1=NC=C(C2=C1C(=NN2C)C2=CC(=C(C=C2)NS(=O)(=O)C(F)F)O[C@@H](C)C2=CC=C(C=C2)F)C=2C=NC(=NC2)N2CCCC2 (S)-N-(4-(4-amino-1-methyl-7-(2-(pyrrolidin-1-yl)pyrimidin-5-yl)-1H-pyrazolo[4,3-c]pyridin-3-yl)-2-(1-(4-fluorophenyl)ethoxy)phenyl)-1,1-difluoromethanesulfonamide